C(=O)O.FC=1C=C2C(=CNC2=CC1F)NC1=NC2=C(N1N)C=CC(=C2)C(F)(F)F N2-(5,6-difluoro-1H-indol-3-yl)-5-(trifluoromethyl)-1H-benzo[d]imidazole-1,2-diamine formate